C(#N)C(CNC=1C(=CC=C2C=CC(=CC12)C1=CC=CC(=N1)C(=O)NC1=CC=CC=C1)OC)=C 6-{8-[(2-cyano-2-methylideneethyl)amino]-7-methoxynaphthalen-2-yl}-N-phenylpyridine-2-carboxamide